FC1=CC=C2[C@@H](N3C(C2=C1)=CN=C3)[C@@H]3[C@H](CCC3)O (1S,2R)-2-[(5S)-8-Fluoro-5H-imidazo[4,3-a]isoindol-5-yl]cyclopentan-1-ol